C(=O)C1CC=2C=CC(=C(C2C1)C#N)OC1COC1 2-formyl-5-(oxetan-3-yloxy)-2,3-dihydro-1H-indene-4-carbonitrile